ClC1=C(C(=CC=C1)Cl)C1=CC2=C(N=C(N=C2)N2CCN(CC2)C(=O)OC(C)(C)C)N2C1=NCC2 tert-butyl 4-(6-(2,6-dichlorophenyl)-8,9-dihydroimidazo[1',2':1,6]pyrido[2,3-d]pyrimidin-2-yl)piperazine-1-carboxylate